NC1=CC=CC(=N1)S(=O)(=O)NC(=O)C=1C(=NC(=CC1)C1=CC=C(C=C1)F)N1[C@H](CC[C@H]1C)C N-[(6-Amino-2-pyridyl)sulfonyl]-2-[(2S,5R)-2,5-dimethylpyrrolidin-1-yl]-6-(4-fluorophenyl)pyridin-3-carboxamid